C(C)(C)(C)OC(=O)N[C@@H](/C=C/C1=NC=C(C=C1)F)C 2-((R,E)-3-((tert-butoxycarbonyl)amino)but-1-en-1-yl)-5-fluoropyridine